BrC1=CC(=C(C(=O)N)C(=C1)F)Cl 4-bromo-2-chloro-6-fluorobenzamide